C1(CC1)CN1C(=CC=2C1=NC=CC2)B2OC(C(O2)(C)C)(C)C 1-(cyclopropylmethyl)-2-(4,4,5,5-tetramethyl-1,3,2-dioxaborolan-2-yl)-1H-pyrrolo[2,3-b]pyridine